sodium dodecylbenzenesulphonate C(CCCCCCCCCCC)OS(=O)(=O)C1=CC=CC=C1.[Na]